phosphouracil P(=O)(O)(O)C=1C(NC(NC1)=O)=O